4-(3-(cyclopropanecarbonyl)-6-(3,5-dimethylisoxazol-4-yl)-2-hydroxy-1H-pyrrolo[3,2-b]pyridin-1-yl)picolinic acid C1(CC1)C(=O)C1=C(N(C=2C1=NC=C(C2)C=2C(=NOC2C)C)C2=CC(=NC=C2)C(=O)O)O